(2S)-2-decaneamido-4-(methylsulfinyl)butanoic acid C(CCCCCCCCC)(=O)N[C@H](C(=O)O)CCS(=O)C